[4-(4-bromo-2,3-difluoro-phenyl)-3-methyl-pyrazol-1-yl]ethanol BrC1=C(C(=C(C=C1)C=1C(=NN(C1)C(C)O)C)F)F